BrCC(CCN(S(=O)(=O)C1=CC=C(C=C1)C)CCC=C)F N-(4-bromo-3-fluoro-butyl)-N-but-3-enyl-4-methyl-benzenesulfonamide